tert-Butyl (3-(2-(4-(cyano(pyridin-2-yl)methylene)piperidin-1-yl)-2-oxoacetyl)-4-methoxy-7-(3-methyl-1H-1,2,4-triazol-1-yl)-1H-pyrrolo[2,3-c]pyridin-1-yl)methyl hydrogen phosphate P(=O)(OC(C)(C)C)(OCN1C=C(C=2C1=C(N=CC2OC)N2N=C(N=C2)C)C(C(=O)N2CCC(CC2)=C(C2=NC=CC=C2)C#N)=O)O